BrC1=C(C(=O)OCC)C=C(C(=C1)C)Br Ethyl 2,5-dibromo-4-methylbenzoate